The molecule is a monohydroxyflavanone that is (2S)-flavanone substituted by a hydroxy group at position 5, a methoxy group at position 7 and a (1E)-3-oxobut-1-en-1-yl group at position 8. Isolated from Tephrosia toxicaria, it exhibits anti-cancerous activity. It has a role as a metabolite and an antineoplastic agent. It is a monohydroxyflavanone, a monomethoxyflavanone, a methyl ketone, an enone and an aromatic ketone. It derives from a (2S)-flavanone. CC(=O)/C=C/C1=C(C=C(C2=C1O[C@@H](CC2=O)C3=CC=CC=C3)O)OC